difluoro-methanesulfonyl chloride FC(S(=O)(=O)Cl)F